NC1=C(C2=C(S1)C(=CC=C2C2=C(C=C1C(=NC(=NC1=C2F)OC[C@]2(C(C2)(F)F)CN(C)C)N2CCOCCC2)Cl)F)C#N 2-amino-4-(6-chloro-2-(((R)-1-((dimethylamino)methyl)-2,2-difluorocyclopropyl)methoxy)-8-fluoro-4-(1,4-oxazepan-4-yl)quinazolin-7-yl)-7-fluorobenzo[b]thiophene-3-carbonitrile